2-(4-(2-((2-(2-oxoimidazolidin-1-yl)ethyl)amino)ethyl)piperazin-1-yl)acetonitrile O=C1N(CCN1)CCNCCN1CCN(CC1)CC#N